N1C=NC2=C1C=CC(=C2)NC(C#N)C2=CC=C(C=C2)C=2N=NN(N2)C(C)C (1H-benzimidazol-5-ylamino){4-[2-(prop-2-yl)-2H-tetrazol-5-yl]phenyl}acetonitrile